NC1=CC(=C(C=C1)CCN1[C@@H](O[C@H](C1=O)C)C=1C(=NN(C1)C1=CC=C(C=C1)Br)C1=CC=C(C=C1)F)F (2S,5S)-3-(4-amino-2-fluorophenylethyl)-2-(1-(4-bromophenyl)-3-(4-fluorophenyl)-1H-pyrazol-4-yl)-5-methyl-oxazolidin-4-one